(4-(6-((bis(pyridin-2-ylmethyl)amino)methyl)nicotinamido)phenyl)acetic acid N1=C(C=CC=C1)CN(CC1=NC=CC=C1)CC1=NC=C(C(=O)NC2=CC=C(C=C2)CC(=O)O)C=C1